CC1=C(CC2N(C(C=3C=NC=CC32)=O)CC3=CC2=C(NC(O2)=O)C=C3)C=CC=C1 6-((1-(2-methylbenzyl)-3-oxo-1,3-dihydro-2H-pyrrolo[3,4-c]pyridin-2-yl)methyl)benzo[d]oxazol-2(3H)-one